C(C)(C)(C)OC(=O)N1CC=C(CC1)C=1C=C2C(N(C(C2=CC1)=O)C1C(NC(CC1)=O)=O)=O tert-Butyl-4-(2-(2,6-dioxopiperidin-3-yl)-1,3-dioxoisoindolin-5-yl)-5,6-dihydropyridine-1(2H)-carboxylate